COC1=CC=C(\C=N\[C@@H](CO)CC2=CC=C(C=C2)OCCOCCOCCOC)C=C1 (2R)-2-[(E)-(4-methoxybenzyliden)amino]-3-(4-{2-[2-(2-methoxyethoxy)ethoxy]ethoxy}phenyl)propan-1-ol